[5-[3-chloro-2-[2-(4-cyanophenyl) ethyl]-6-fluoro-phenyl]-1,3-dimethyl-6-oxo-pyridazin-4-yl] 2-methylpropionate CC(C(=O)OC=1C(=NN(C(C1C1=C(C(=CC=C1F)Cl)CCC1=CC=C(C=C1)C#N)=O)C)C)C